ClC1=CC=C(C=C1)C(C(=O)O)CC 2-(4-Chlorophenyl)butyric acid